6-chloro-1-methyl-N-[4-(trifluoromethoxy)phenyl]pyrazolo[3,4-b]pyridine-3-carboxamidine ClC1=CC=C2C(=N1)N(N=C2C(=N)NC2=CC=C(C=C2)OC(F)(F)F)C